FC1=CC=C(C(=C1)F)C1=NC=CC=C1 (4',6'-difluorophenyl)pyridine